COC1=C(C=CC(=C1)N1CC2(C1)CN(C2)C)N2C=NC(=C2)NC=2N=CC(=NC2)C#N 5-((1-(2-Methoxy-4-(6-methyl-2,6-diazaspiro[3.3]heptan-2-yl)phenyl)-1H-imidazol-4-yl)amino)pyrazine-2-carbonitrile